N-pyrazinyl-2-formyl-O-methyl-L-seryl-S-methyl-L-cysteinyl-L-phenylalanyl-methyloxirane N1=C(C=NC=C1)N[C@@](COC)(C(=O)N[C@@H](CSC)C(=O)N[C@@H](CC1=CC=CC=C1)C(=O)C1(OC1)C)C=O